N-[(4S)-chroman-4-yl]-8-(3,5-dichlorophenyl)-4-oxo-1,4-dihydro-1,6-naphthyridine-3-carboxamide O1CC[C@@H](C2=CC=CC=C12)NC(=O)C1=CNC2=C(C=NC=C2C1=O)C1=CC(=CC(=C1)Cl)Cl